5-(6-(2-chloroethoxy)-5,7-difluoro-3,4-dihydronaphthalen-1-yl)-1H-indazole ClCCOC=1C(=C2CCC=C(C2=CC1F)C=1C=C2C=NNC2=CC1)F